OCC(COCCCNC([O-])=O)(C)C [3-(3-hydroxy-2,2-dimethylpropoxy)propyl]carbamate